4-(1-(2-Bromo-5-methoxy-4-nitrophenyl)piperidin-4-yl)-piperazine-1-carboxylic acid tert-butyl ester C(C)(C)(C)OC(=O)N1CCN(CC1)C1CCN(CC1)C1=C(C=C(C(=C1)OC)[N+](=O)[O-])Br